(4-(((3R,6S)-6-(hydroxymethyl)tetrahydro-2H-pyran-3-yl)amino)-5-(methoxy-d3)-1H-pyrrolo[2,3-b]pyridin-3-yl)(4-phenoxyphenyl)methanone OC[C@@H]1CC[C@H](CO1)NC1=C2C(=NC=C1OC([2H])([2H])[2H])NC=C2C(=O)C2=CC=C(C=C2)OC2=CC=CC=C2